ClC=1C=C(C=CC1Cl)C1CN(CC(C1)=O)C(=O)OC(C)(C)C tert-butyl 3-(3,4-dichlorophenyl)-5-oxopiperidine-1-carboxylate